C(C1=CC=CC=C1)(=O)C=1C=C2C(=CC1)OCCC21CC1 6-benzoyl-2,3-dihydrospiro[chromen-4,1'-cyclopropane]